CC1=CC=NC=C1C#CC1=C(C=CC=C1)NS(=O)(=O)C1=CC=CC2=CC=CC=C12 4-Methyl-5-{2-[2-(naphthalin-1-sulfonamido)phenyl]ethynyl}pyridin